8-chloro-1-[trans-4-ethoxy-4-ethylcyclohexyl]-N,N-dimethyl-5,6-dihydro-4H-[1,2,4]triazolo[4,3-a][1]benzazepin-5-amine ClC=1C=CC2=C(CC(CC=3N2C(=NN3)C3CCC(CC3)(CC)OCC)N(C)C)C1